OCC1(CC1)COC1NCC2=CC=CC=C12 3-{[1-(hydroxymethyl)cyclopropyl]methoxy}-2,3-dihydro-1H-isoindol